OCCS(=O)(=O)[O-] 2-hydroxyethylsulfonate